NC=1C(NC2=C3C=CC=NC3=C(C=C2C1C1=C2C=NNC2=C(C=C1)F)OC1CC(C1)F)=O 3-amino-4-(7-fluoro-1H-indazol-4-yl)-6-((1s,3s)-3-fluorocyclobutoxy)-1,7-phenanthrolin-2(1H)-one